tert-butyl 3-[[1-[[1-[2-(2,6-dioxo-3-piperidyl)-1,3-dioxo-isoindolin-5-yl]-4-piperidyl]methyl]-4-piperidyl]methyl]azetidine-1-carboxylate O=C1NC(CCC1N1C(C2=CC=C(C=C2C1=O)N1CCC(CC1)CN1CCC(CC1)CC1CN(C1)C(=O)OC(C)(C)C)=O)=O